3-[5-[4-(dimethoxymethyl)-1-piperidyl]-7-methoxy-1-oxo-isoindolin-2-yl]piperidine-2,6-dione COC(C1CCN(CC1)C=1C=C2CN(C(C2=C(C1)OC)=O)C1C(NC(CC1)=O)=O)OC